COC1=C(C(=CC=C1)OC)NC1CCC2(CCN(CC2)C[C@H]2CN(CC2)C2=NC=NC=C2OC2=C(C(=O)N(C(C)C)C(C)C)C=C(C=C2)F)CC1 (S)-2-((4-(3-((9-((2,6-dimethoxyphenyl)amino)-3-azaspiro[5.5]undecane-3-yl)methyl)pyrrolidin-1-yl)pyrimidin-5-yl)oxy)-5-fluoro-N,N-diisopropylbenzamide